FC1=C(C=C(CC2=NNC(C3=CC=CC=C23)=O)C=C1)C(=O)N1CCN(CC1)C1=CC=C(C=C1)NC1=NC=C2C(=N1)N(N(C2=O)CCOC)C2=NC=CC=C2 4-(4-Fluoro-3-{[4-(4-{[2-(2-methoxyethyl)-3-oxo-1-pyridin-2-yl-2,3-dihydro-1H-pyrazolo[3,4-d]pyrimidin-6-yl]amino}phenyl)piperazin-1-yl]carbonyl}benzyl)phthalazin-1(2H)-one